2-(3-hydroxyphenyl)-8-oxo-9-(4-(trifluoromethyl)phenyl)-8,9-dihydro-7H-purine OC=1C=C(C=CC1)C1=NC=C2NC(N(C2=N1)C1=CC=C(C=C1)C(F)(F)F)=O